3,7-dibromo-10-Boc-phenothiazine BrC=1C=CC=2N(C3=CC=C(C=C3SC2C1)Br)C(=O)OC(C)(C)C